N-(4-bromophenyl)glycine ethyl ester C(C)OC(CNC1=CC=C(C=C1)Br)=O